ditert-butyl (2S)-2-aminopentanedioate hydrochloride Cl.N[C@H](C(=O)OC(C)(C)C)CCC(=O)OC(C)(C)C